(2-fluoro-6-nitro-3-(piperidin-1-yl)phenyl)carbamic acid tert-butyl ester C(C)(C)(C)OC(NC1=C(C(=CC=C1[N+](=O)[O-])N1CCCCC1)F)=O